3-fluoro-7-(pyrrolidin-3-yl)-1,6-naphthyridin-5(6H)-one hydrobromide Br.FC=1C=NC=2C=C(NC(C2C1)=O)C1CNCC1